2,6-dibutoxy-anthracene C(CCC)OC1=CC2=CC3=CC=C(C=C3C=C2C=C1)OCCCC